[Cl-].OCC(CC(=O)[O-])=O.[Ir+2] iridium hydroxyacetoacetate chloride